FC(C=1C(=C(C=CC1)[C@@H](C)N[S@](=O)C(C)(C)C)F)F (R)-N-((R)-1-(3-(difluoromethyl)-2-fluorophenyl)ethyl)-2-methylpropane-2-sulfinamide